1-[5-[3-cyano-6-[1-[1-[(4-hydroxy-4-piperidyl)methyl]-4-piperidyl]pyrazol-4-yl]pyrazolo[1,5-a]pyrazin-4-yl]-2-pyridyl]-4-ethyl-N-isopropyl-piperidine-4-carboxamide C(#N)C=1C=NN2C1C(=NC(=C2)C=2C=NN(C2)C2CCN(CC2)CC2(CCNCC2)O)C=2C=CC(=NC2)N2CCC(CC2)(C(=O)NC(C)C)CC